trans-1-(2-(benzyloxy)cyclobutyl)-5-cyclopropyl-3-isothiocyanatopyridin-2(1H)-one C(C1=CC=CC=C1)O[C@H]1[C@@H](CC1)N1C(C(=CC(=C1)C1CC1)N=C=S)=O